NC1=C2N=CN(C2=NC(=N1)F)[C@H]1C[C@@H]([C@@](O1)(C#C)CO[P@](=O)(OC1=CC=CC=C1)N[C@H](C(=O)OCC(CCCCC)CCCCC)CC1=CC(=CC(=C1)F)F)O 2-Pentylheptyl (S)-2-(((S)-(((2R,3S,5R)-5-(6-amino-2-fluoro-9H-purin-9-yl)-2-ethynyl-3-hydroxytetrahydrofuran-2-yl) methoxy)(phenoxy)phosphoryl)amino)-3-(3,5-difluorophenyl)propanoate